COCCN1N=C(C(=C1)B1OC(C(O1)(C)C)(C)C)C 1-(2-methoxyethyl)-3-methyl-4-(4,4,5,5-tetramethyl-1,3,2-dioxaborolan-2-yl)-1H-pyrazole